COC(=O)C=1C=C(C2=C(OC3(CCC(CC3)CN(CC)CC)O2)C1C)Cl.C1(CCCCC1)C1(C(CCCC1)(C1=C(C=CC=C1)O)C1=CC=CC=C1)C(=O)C1(C(CCCC1)(C1=CC=CC=C1)C1=C(C=CC=C1)O)C1CCCCC1 2-cyclohexyl-1-phenyl-1-2-hydroxy-phenyl-2-cyclohexylketone methyl-4-chloro-4'-[(diethylamino)methyl]-7-methylspiro[1,3-benzodioxole-2,1'-cyclohexane]-6-carboxylate